1-(4-(3-bromo-1H-pyrazol-1-yl)phenyl)piperidine BrC1=NN(C=C1)C1=CC=C(C=C1)N1CCCCC1